C1(=CC=CC=C1)C1=NC=CC2=CC=CC=C12 1-phenylisoquinolin